N=1C=NN2C1C(=CC=C2)CCC[C@@H]2C[C@H]1N(CCN(C1)C1=NC=C(C=C1)F)C2=O (7R,8aR)-7-(3-([1,2,4]triazolo[1,5-a]pyridin-8-yl)propyl)-2-(5-fluoropyridin-2-yl)hexahydropyrrolo[1,2-a]pyrazin-6(2H)-one